FC=1C(=CC(=NC1)OC)C1=CC(=NN1)C(=O)N1C2(CC2)CC(CC1)C(=O)N[C@@H]1CN(CC1)C=1C=NC=CC1 4-(5-(5-fluoro-2-methoxypyridin-4-yl)-1H-pyrazole-3-carbonyl)-N-((S)-1-(pyridin-3-yl)pyrrolidin-3-yl)-4-azaspiro[2.5]octane-7-carboxamide